3-((tert-butyl-(diphenyl)silyl)oxy)cyclobutanol C(C)(C)(C)[Si](OC1CC(C1)O)(C1=CC=CC=C1)C1=CC=CC=C1